2-amino-7-butyl-9-((2r,3r,5s)-3-hydroxy-5-((S)-1-hydroxypropyl)tetrahydrofuran-2-yl)-7,9-dihydro-1H-purine-6,8-dione NC=1NC(C=2N(C(N(C2N1)[C@@H]1O[C@@H](C[C@H]1O)[C@H](CC)O)=O)CCCC)=O